bis-[4-(o-phenylphenylsulfonyloxy)phenyl]urea C1(=CC=CC=C1)C1=C(C=CC=C1)S(=O)(=O)OC1=CC=C(C=C1)NC(NC1=CC=C(C=C1)OS(=O)(=O)C1=C(C=CC=C1)C1=CC=CC=C1)=O